C(C)C1=CC2=C(C3=CC=C(C=C3C(=C2C=C1)C(=O)OCCCCCC)CC)C(=O)OCCCCCC 2,6-diethyl-9,10-bis(n-hexyloxycarbonyl)anthracene